C[C@](N)(CO)C(=O)O α-Methyl-Serine